(3R,4S)-3-(3-(2-(1-(4-chlorobenzoyl)-5-methoxy-2-methyl-1H-indol-3-yl)acetyl)-3H-imidazo[1,2-a]pyrrolo[2,3-e]pyrazin-8-yl)-4-ethyl-N-(2,2,2-trifluoroethyl)pyrrolidine-1-formamide ClC1=CC=C(C(=O)N2C(=C(C3=CC(=CC=C23)OC)CC(=O)N2C=CC3=C2N=CC=2N3C(=CN2)[C@H]2CN(C[C@H]2CC)C(=O)NCC(F)(F)F)C)C=C1